4-bromo-2,3-dihydro-1-benzofuran BrC1=CC=CC2=C1CCO2